ethyl 6-chloro-1-methyl-1H-pyrazolo[3,4-b]pyridine-4-carboxylate ClC=1C=C(C2=C(N1)N(N=C2)C)C(=O)OCC